FC1=CC=C(C=C1)C=1C(=NN2C1C=C(C=C2)C(F)(F)F)NNC(CC(C)(C)O)=O N'-(3-(4-fluorophenyl)-5-(trifluoromethyl)pyrazolo[1,5-a]pyridin-2-yl)-3-hydroxy-3-methylbutanehydrazide